2-iodo-4-methoxy-1,1'-biphenyl IC1=C(C=CC(=C1)OC)C1=CC=CC=C1